(2Z,2'Z,2''Z)-3,3',3''-(benzene-1,3,5-triyl)tris(2-(pyridin-2-yl)acrylonitrile) C1(=CC(=CC(=C1)\C=C(/C#N)\C1=NC=CC=C1)\C=C(/C#N)\C1=NC=CC=C1)\C=C(/C#N)\C1=NC=CC=C1